C(#N)C=1C=CC(=NC1)N(CCC1OCC2(CN(C2)C(=O)OC(C)(C)C)CO1)CC1=CC(=C(C=C1)C)F tert-butyl 7-(2-((5-cyanopyridin-2-yl)(3-fluoro-4-methylbenzyl)amino)ethyl)-6,8-dioxa-2-azaspiro[3.5]nonane-2-carboxylate